5-carbamoyl-pyridin C(N)(=O)C=1C=CC=NC1